C(C1=CC=CC=C1)OCC=1N(C=2N(C(NC(C2N1)=O)=O)C)C1CC1 8-((benzyloxy)methyl)-9-cyclopropyl-3-methyl-3,9-dihydro-1H-purine-2,6-dione